ClC1=C(C=CC=C1)N1N=C2C=CC=CC2=C1 2-(2-chlorophenyl)-2H-indazole